C(#N)C=1C=C(C=CC1C(=O)N1CC(C1)O)NC(=O)C1=C(C(=NS1)C1=C2C=CC=NC2=CC=C1)C1CC1 N-(3-cyano-4-(3-hydroxyazetidine-1-carbonyl)phenyl)-4-cyclopropyl-3-(quinolin-5-yl)isothiazole-5-carboxamide